methyl 3,5-dibromo-2-aminobenzoate BrC=1C(=C(C(=O)OC)C=C(C1)Br)N